4-(6-(5-cyclopropyl-3-phenyl-1H-pyrazol-1-yl)-2-(2-(1-methyl-1H-pyrazol-4-yl)ethoxy)pyrimidin-4-yl)morpholine C1(CC1)C1=CC(=NN1C1=CC(=NC(=N1)OCCC=1C=NN(C1)C)N1CCOCC1)C1=CC=CC=C1